1-hex-5-enyl-7-methylsulfonyl-4H-pyrimido[4,5-d][1,3]oxazin-2-one C(CCCC=C)N1C(OCC2=C1N=C(N=C2)S(=O)(=O)C)=O